C(C)(C)(C)OC(NCC1=CC(=C2C=CC=NC2=C1C=C)C1=CC=C(C=C1)OC(F)(F)F)=O tert-Butyl-N-[[5-[4-(trifluoromethoxy)phenyl]-8-vinyl-7-quinolyl]methyl]carbamate